(S)-(5-(3-fluoropyridin-2-yl)-1,3,4-oxadiazol-2-yl)(4-(4-methylpyrazolo[1,5-a]pyridin-2-yl)-6,7-dihydro-1H-imidazo[4,5-c]pyridin-5(4H)-yl)methanone FC=1C(=NC=CC1)C1=NN=C(O1)C(=O)N1[C@@H](C2=C(CC1)NC=N2)C2=NN1C(C(=CC=C1)C)=C2